(S)-2-(3-(5-(2-(1-acryloylpyrrolidin-2-yl)vinyl)-6-aminopyrimidin-4-yl)-5-fluoro-2-methylphenyl)-7,7-dimethyl-3,4,7,8-tetrahydro-2H-cyclopenta[4,5]pyrrolo[1,2-a]pyrazin-1(6H)-one C(C=C)(=O)N1[C@@H](CCC1)C=CC=1C(=NC=NC1N)C=1C(=C(C=C(C1)F)N1C(C=2N(CC1)C1=C(C2)CC(C1)(C)C)=O)C